N,N'-bis(3-(9H-carbazol-9-yl)-2-methoxy-5-methylphenylethyl)-N,N'-dimethylethane-1,2-diamine C1=CC=CC=2C3=CC=CC=C3N(C12)C=1C(=C(C=C(C1)C)CCN(CCN(C)CCC1=C(C(=CC(=C1)C)N1C2=CC=CC=C2C=2C=CC=CC12)OC)C)OC